ClC(=O)C12CC(C1)(C2)C(=O)OC Methyl 3-chlorocarbonylbicyclo[1.1.1]pentane-1-carboxylate